3-formyl-L-leucine benzyl ester C(C1=CC=CC=C1)OC([C@@H](N)C(C(C)C)C=O)=O